C1(CC1)NC(=O)C=1C=C(C(=C(C1)C1=NC=C(C(=O)NCC2CC2)C=C1)C)F 6-(5-cyclopropylcarbamoyl-3-fluoro-2-methyl-phenyl)-N-cyclopropylmethyl-nicotinamide